N-(S-(3-Cyano-4-ethoxyphenyl)-N-(2,4,4-trimethylpentan-2-yl)sulfinimidoyl)-4-nitrobenzenesulfonamide C(#N)C=1C=C(C=CC1OCC)S(=NC(C)(CC(C)(C)C)C)NS(=O)(=O)C1=CC=C(C=C1)[N+](=O)[O-]